ClC=1C=C(C=C(C1O)Cl)C(=O)N1C(=CC2=CC=CC=C12)C (3,5-dichloro-4-hydroxyphenyl)(2-methylindol-1-yl)methanone